7-Methoxy-2-methylquinoline-5-carbonitrile COC=1C=C(C=2C=CC(=NC2C1)C)C#N